C(C)(C)(C)O[Si](OC(C)=O)(OC(C)=O)OC(C)(C)C di(t-butoxy)diacetoxysilane